C(C)C1=CC(=C(C=C1)C1=C(C=NN1C1CCN(CC1)C)C(=O)N[C@@H]1C(NC2=C(C(=N1)C1=CC=CC=C1)C=CC=C2F)=O)F 5-(4-Ethyl-2-fluorophenyl)-1-(1-methylpiperidin-4-yl)-N-[(3S)-9-fluoro-2-oxo-5-phenyl-1,3-dihydro-1,4-benzodiazepin-3-yl]pyrazole-4-carboxamide